C(C1=CC=CC=C1)OC1=C(C(=CC(=C1)O)O)C(=O)N1C[C@@H](CCC1)O (2-benzyloxy-4,6-dihydroxy-phenyl)-[(3R)-3-hydroxy-1-piperidyl]methanone